7-bromo-6-fluoro-3-[3-(naphthalen-1-yloxy)propyl]-1H-indole-2-carboxylic acid ethyl ester C(C)OC(=O)C=1NC2=C(C(=CC=C2C1CCCOC1=CC=CC2=CC=CC=C12)F)Br